BrCC1CCC(CC1)NC(OC(C)(C)C)=O tert-butyl ((1r,4r)-4-(bromomethyl)cyclohexyl)carbamate